N-(1-(4-fluorophenyl)-6-(3-(4-hydroxybutoxy)-1H-pyrazol-1-yl)-1H-pyrazolo[3,4-d]pyrimidin-4-yl)-5-nitrothiophene-2-carboxamide FC1=CC=C(C=C1)N1N=CC=2C1=NC(=NC2NC(=O)C=2SC(=CC2)[N+](=O)[O-])N2N=C(C=C2)OCCCCO